F/C=C(\CNC(OC(C)(C)C)=O)/COC=1C=C2CCN(C(C2=CC1)=O)CC(=O)NCCOC tert-butyl N-[(E)-3-fluoro-2-[[2-[2-(2-methoxyethylamino)-2-oxo-ethyl]-1-oxo-3,4-dihydroisoquinolin-6-yl]oxymethyl]allyl]carbamate